N-(2-oxo-2-((2'-oxo-1,1',2',3-tetrahydrospiro[indene-2,3'-pyrrolo[2,3-b]pyridin]-5-yl)amino)ethyl)-1-(pyrimidin-2-yl)piperidine-4-carboxamide O=C(CNC(=O)C1CCN(CC1)C1=NC=CC=N1)NC=1C=C2CC3(C(NC4=NC=CC=C43)=O)CC2=CC1